(7S,8R)-2-((5-(2-amino-1-methoxypropan-2-yl)-8-cyclopropoxy-2,7-naphthyridin-3-yl)amino)-7,8-dimethyl-7,8-dihydro-5H-pyrano[4,3-b]pyridin-5-one NC(COC)(C)C1=C2C=C(N=CC2=C(N=C1)OC1CC1)NC1=CC=C2C(=N1)[C@H]([C@@H](OC2=O)C)C